ClC1=NC=C(C(=C1)NC(C)C)C#CC=1C=NN(C1)CCF 2-chloro-5-((1-(2-fluoroethyl)-1H-pyrazol-4-yl)ethynyl)-N-isopropylpyridin-4-amine